OCCN1CCN(CC1)CC1=CC=C(C(=O)NC2=CC3=C(N(C4=CC=CC=C34)C)C(=N2)C2=CC=C(C=C2)OC)C=C1 4-((4-(2-hydroxyethyl)piperazin-1-yl)methyl)-N-(1-(4-methoxyphenyl)-9-methyl-9H-pyrido[3,4-b]indol-3-yl)benzamide